2-{(5S)-3-[2-(1-{[3,5-bis(difluoromethyl)-1H-pyrazol-1-yl] acetyl}piperidin-4-yl)-1,3-thiazol-4-yl]-4,5-dihydro-1,2-oxazol-5-yl}-3-chlorophenyl methanesulfonate CS(=O)(=O)OC1=C(C(=CC=C1)Cl)[C@@H]1CC(=NO1)C=1N=C(SC1)C1CCN(CC1)C(CN1N=C(C=C1C(F)F)C(F)F)=O